2-(4-((5-chloro-4-(((1R,4R)-4-(2-hydroxypropan-2-yl)cyclohexyl)methoxy)pyrimidin-2-yl)amino)-3-methyl-1H-pyrazol-1-yl)-2-methylpropanenitrile ClC=1C(=NC(=NC1)NC=1C(=NN(C1)C(C#N)(C)C)C)OCC1CCC(CC1)C(C)(C)O